CC=1OC2=C(C1C(=O)NC1COCC1)C=C(C=C2)OCC=2C=NC(=CC2)C 2-methyl-5-((6-methylpyridin-3-yl)methoxy)-N-(tetrahydrofuran-3-yl)benzofuran-3-carboxamide